O[C@H]1C[C@@H](CCC1)N1C(C2(C3=C1N=C(N=C3)NC=3C(=NNC3)C#CC)CC2)=O 7'-((1R,3R)-3-hydroxycyclohexyl)-2'-((3-(prop-1-yn-1-yl)-1H-pyrazol-4-yl)amino)spiro[cyclopropane-1,5'-pyrrolo[2,3-d]pyrimidin]-6'(7'H)-one